C(C1=CC=CC=C1)N1CC2=C(OCC(N2)=O)CC1 6-benzyl-4,5,7,8-tetrahydropyrido[4,3-b][1,4]oxazin-3-one